5-fluoro-3-(2-(3-(4-fluorophenyl)-4-oxothiazolidin-2-ylidene)hydrazono)-1H-indol-2-one FC=1C=C2C(C(NC2=CC1)=O)=NN=C1SCC(N1C1=CC=C(C=C1)F)=O